(R)-2-((R)-2-Acetoxy-propionyloxy)-propionic acid (R)-1-[(S)-1-[(acetyl-tert-butyl-amino)-methyl]-2-(4-morpholin-4-yl-[1,2,5]thiadiazol-3-yloxy)-ethoxycarbonyl]-ethyl ester C(C)(=O)N(C(C)(C)C)C[C@@H](COC1=NSN=C1N1CCOCC1)OC(=O)[C@@H](C)OC([C@@H](C)OC([C@@H](C)OC(C)=O)=O)=O